C[C@H]1N(CCOC1)C1=CC(=C2C(=N1)C(=NS2)C2=CC(=NN2C2OCCCC2)C)C2=CN=NN2C (3R)-3-methyl-4-(3-(3-methyl-1-(tetrahydro-2H-pyran-2-yl)-1H-pyrazol-5-yl)-7-(1-methyl-1H-1,2,3-triazol-5-yl)isothiazolo[4,5-b]pyridin-5-yl)morpholine